O1C(=NC2=C1N=CC=C2)C2=CC=C(C=C2)N(C2=CC=C(C=C2)C=2OC1=C(C2)C=CC=C1)C1=CC=C(C=C1)C1=CC=C(C=C1)C1=CC=CC2=C1SC1=C2C=CC=C1 4-(7-aza-benzoxazol-2-yl)-phenyl-(4'-(dibenzothiophen-4-yl)-biphenyl-4-yl)-(4-(benzofuran-2-yl)-phenyl)-amine